Tert-butyl 4-[5-(6-chloro-4-fluoropyridin-3-yl)-1,3,4-thiadiazol-2-yl]piperazine-1-carboxylate ClC1=CC(=C(C=N1)C1=NN=C(S1)N1CCN(CC1)C(=O)OC(C)(C)C)F